N-(3-((S)-1-((2-ethyl-2H-pyrazolo[3,4-b]pyrazin-6-yl)amino)ethyl)phenyl)-3-methyl-4-(((1R,5S)-3-methyl-3,8-diazabicyclo[3.2.1]octan-8-yl)methyl)benzamide C(C)N1N=C2N=C(C=NC2=C1)N[C@@H](C)C=1C=C(C=CC1)NC(C1=CC(=C(C=C1)CN1[C@H]2CN(C[C@@H]1CC2)C)C)=O